5-benzyl-N-(1-methyl-2-oxo-7-(2-(trifluoromethyl)pyridin-4-yl)-1,2,3,4-tetrahydro-[1,4]diazepino[3,2,1-hi]indol-3-yl)-4H-1,2,4-triazole-3-carboxamide C(C1=CC=CC=C1)C=1NC(=NN1)C(=O)NC1C(N(C=2C=CC=C3C(=CN(C23)C1)C1=CC(=NC=C1)C(F)(F)F)C)=O